ClC=1N=NC(=C(N1)NCC1=CC=C(C=C1)C=1N(C=C(N1)C(F)(F)F)C(C)C)C 3-chloro-N-(4-(1-isopropyl-4-(trifluoromethyl)-1H-imidazol-2-yl)benzyl)-6-methyl-1,2,4-triazin-5-amine